4,6-bis(2,4-dimethylphenyl)-1,3,5-triazine CC1=C(C=CC(=C1)C)C1=NC=NC(=N1)C1=C(C=C(C=C1)C)C